bicyclo[6.1.0]-nonyne C12C#CCCCCC2C1